9-trans-beta-Ocimene C=CC(C)=CCC=C(C)C